ClC=1C=C(C(=NC1)OC1=CC=C(C=C1)N1N=CC(=C1)CC(CC(=O)OCC)=O)F Ethyl 4-(1-{4-[(5-chloro-3-fluoropyridin-2-yl) oxy] phenyl} pyrazol-4-yl)-3-oxobutanoate